BrC1=C2N=C(C=NC2=CC=C1OC1=CC2=C(N(C(=N2)C)COCC[Si](C)(C)C)C=C1)C=1C=NN(C1)CC1CC(C1)(F)F 2-[[5-[5-bromo-3-[1-[(3,3-difluorocyclobutyl)methyl]pyrazol-4-yl]quinoxalin-6-yl]oxy-2-methyl-benzimidazol-1-yl]methoxy]ethyl-trimethyl-silane